ClC1=CC=C(N=N1)SCC(=O)N(CC)CC 2-(6-chloropyridazin-3-yl)sulfanyl-N,N-diethyl-acetamide